1,2-di(p-vinylphenyl)ethaneN C(=C)C1=CC=C(C=C1)C=CC1=CC=C(C=C1)C=C